[Si](C1=CC=CC=C1)(C1=CC=CC=C1)(C(C)(C)C)OC=1C=C(C=C(C1OC)OC)COCCOCCN(C(OC(C)(C)C)=O)C tert-butyl N-{2-[2-({3-[(tert-butyldiphenylsilyl)oxy]-4,5-dimethoxyphenyl}methoxy)ethoxy]ethyl}-N-methylcarbamate